FC1([C@@H](CN(C[C@@H]1C)CC1=C2C(=NC(=C1)C(=O)OC)C=CN2COCC[Si](C)(C)C)C)F methyl 7-(((3R,5S)-4,4-difluoro-3,5-dimethylpiperidin-1-yl)methyl)-1-((2-(trimethylsilyl)ethoxy)methyl)-1H-pyrrolo[3,2-b]pyridine-5-carboxylate